Cl.OCCN(C1=CC(=C(C=C1)N=O)OC)CCO N,N-bis(hydroxyethyl)-3-methoxy-4-nitrosoaniline hydrochloride